[7-(2,4-difluoro-6-isopropoxy-phenyl)-6-(5,6,7,8-tetrahydro-1,7-naphthyridin-2-yl)thieno[3,2-c]pyridin-4-yl] trifluoromethanesulfonate FC(S(=O)(=O)OC1=NC(=C(C2=C1C=CS2)C2=C(C=C(C=C2OC(C)C)F)F)C2=NC=1CNCCC1C=C2)(F)F